(E)-2-chloro-3-(2-(2-methoxybenzenesulfonyl)vinyl)pyridine ClC1=NC=CC=C1\C=C\S(=O)(=O)C1=C(C=CC=C1)OC